6-(1-Methyl-1H-pyrazol-4-yl)picolinic acid CN1N=CC(=C1)C1=CC=CC(=N1)C(=O)O